10-methyl-12-azatricyclo[6.3.1.02,7]Dodeca-2,4,6-trien-9-one CC1C(C2C3=CC=CC=C3C(C1)N2)=O